N=1N(C=C2C=CC=CC12)[C@@H]1C[C@@H](N(CC1)CC1=C2C=CNC2=C(C=C1OC)C)C1=C(C(=O)O)C=CC=C1 (2r,4s)-(4-(2H-indazol-2-yl)-1-((5-methoxy-7-methyl-1H-indol-4-yl)methyl)piperidin-2-yl)benzoic acid